ethyl 4-(1-(cyclopropanecarbonyl) indolin-5-yl)-5-methylthiazole-2-carboxylate C1(CC1)C(=O)N1CCC2=CC(=CC=C12)C=1N=C(SC1C)C(=O)OCC